O=C1CCN(CC1)C=1N=CC(=NC1)N1CC2(C1)CC(C2)C(=O)O 2-[5-(4-oxo-1-piperidyl)pyrazin-2-yl]-2-azaspiro[3.3]heptane-6-carboxylic acid